NC(C(=O)NCCC1=CC(=C(C=C1)O)O)CC(C)C 2-amino-N-(3,4-dihydroxyphenylethyl)-4-methylpentanamide